C(C1=CC=CC=C1)OC=1C(=C(C(=O)O)C=C(C1OCC1=CC=CC=C1)OC)F 3,4-bis(benzyloxy)-2-fluoro-5-methoxybenzoic acid